C([C@H]([C@@H]1[C@H]2[C@@H](O[Sb](O2)(O1)O[Sb]34O[C@@H]([C@H](O3)[C@@H](CO)O)[C@@H](O4)C(=O)[O-])C(=O)[O-])O)O.O.O.O.O.O.O.O.O.O.O.[OH-].[Na+].[Na+].[Na+] The molecule is a D-gluconate adduct of indefinite composition containing between 30 and 34% of antimony(V), calculated with reference to dried and methanol-free substance. It is used as a treatment for leishmaniasis. It has a role as an antineoplastic agent and an antileishmanial agent.